C1(CCCCC1)CN1NCC2=CC(=C(C=C12)C(=O)NCCN1CC(CCC1)OC)OC1=C(C=C(C=C1)F)F 1-(cyclohexylmethyl)-5-(2,4-difluorophenoxy)-N-(2-(3-methoxypiperidin-1-yl)ethyl)-2H-indazole-6-carboxamide